(E)-N-(2-(2,4-bis(methoxymethoxy)-5-methylbenzoyl)isoindolin-4-yl)-4-(3,3-difluoroazetidin-1-yl)but-2-enamide COCOC1=C(C(=O)N2CC3=CC=CC(=C3C2)NC(\C=C\CN2CC(C2)(F)F)=O)C=C(C(=C1)OCOC)C